3-(4-(((4-(dimethylamino)phenethyl)(7-fluorobenzo[d]thiazol-2-yl)-amino)methyl)phenyl)propiolic acid CN(C1=CC=C(CCN(C=2SC3=C(N2)C=CC=C3F)CC3=CC=C(C=C3)C#CC(=O)O)C=C1)C